[Na+].IC([C@](N(I)I)(C(=O)[O-])I)C1=CC=C(C=C1)OC1=CC=C(C=C1)O tetraiodothyronine sodium salt